C(C)(C)(C)OCC1N(C(C2N(CCN(C2)C(=O)OC(C)(C)C)C1=O)=O)CC1=CC=NC=C1 tert-Butyl 7-(tert-butoxymethyl)-6,9-dioxo-8-(pyridin-4-ylmethyl)octahydro-2H-pyrazino[1,2-a]pyrazin-2-carboxylate